COC(C1=CC(=C(C=C1)Br)[N+](=O)[O-])=O.COC(=O)C1=CC(=C(C=C1)C=1CCN(CC1)C(=O)OC(C)(C)C)[N+](=O)[O-] tert-butyl 4-(4-(methoxycarbonyl)-2-nitrophenyl)-3,6-dihydropyridine-1(2H)-carboxylate Methyl-4-bromo-3-nitrobenzoate